C(C)N1N=CC2=CC=C(C(=C12)OC)NC(OC(C)(C)C)=O Tert-butyl (1-ethyl-7-methoxy-1H-indazol-6-yl)carbamate